iron (I) acetylacetone C(C)(=O)CC(C)=O.[Fe+]